COC1=C(CN(C=2OC3=C(C=NC=C3C3C[C@@H](O[C@@H](C3)C)C(=O)O)N2)CC2=C(C=C(C=C2)OC)OC)C=CC(=C1)OC |r| rac-(2R,6R)-4-(2-(bis(2,4-dimethoxybenzyl)amino)oxazolo[4,5-c]pyridin-7-yl)-6-methyltetrahydro-2H-pyran-2-carboxylic acid